BrC1=NN2C(C(NC=C2C2CC2)=O)=C1 2-bromo-7-cyclopropylpyrazolo[1,5-a]pyrazin-4(5H)-one